6-((1H-tetrazol-5-yl)oxy)-N-(4-(3,3-difluorocyclobutoxy)-3-fluorophenyl)-5-fluorobenzofuran-3-carboxamide N1N=NN=C1OC1=CC2=C(C(=CO2)C(=O)NC2=CC(=C(C=C2)OC2CC(C2)(F)F)F)C=C1F